C1(=CC=CC=C1)C1=CC2=C(N=C(O2)C2=CC=C(C=C2)Br)C=C1 6-phenyl-2-(4-bromophenyl)benzoxazole